3-(2-((R)-1-aminoethyl)-6-cyclopropylimidazo[1,2-a]pyridin-8-yl)-3-azabicyclo[3.1.0]hexan-2-one N[C@H](C)C=1N=C2N(C=C(C=C2N2C(C3CC3C2)=O)C2CC2)C1